3-deuterio-4-[[(2R,3S,4S,5R)-3-(3,4-difluoro-2-methoxyphenyl)-4,5-dimethyl-5-(trifluoromethyl)tetrahydrofuran-2-carbonyl]amino]pyridine-2-carboxamide [2H]C=1C(=NC=CC1NC(=O)[C@@H]1O[C@]([C@H]([C@H]1C1=C(C(=C(C=C1)F)F)OC)C)(C(F)(F)F)C)C(=O)N